3-(2-chloro-3-(1,4-benzodioxan-6-yl)anilino)benzisothiazole-5-carbaldehyde ClC1=C(NC2=NSC3=C2C=C(C=C3)C=O)C=CC=C1C1=CC3=C(OCCO3)C=C1